2-oxo-2-(2-phenyl-1-piperidyl)Acetic Acid O=C(C(=O)O)N1C(CCCC1)C1=CC=CC=C1